(methyl)amino-N-(4-(piperazin-1-yl)phenyl)-7H-pyrrolo[2,3-d]pyrimidine-7-carboxamide hydrochloride Cl.CNC=1N=CC2=C(N1)N(C=C2)C(=O)NC2=CC=C(C=C2)N2CCNCC2